2-[(2R,4R)-9-[4-(2-hydroxyethoxy)piperidin-1-carbonyl]-7,8-diazatricyclo[4.3.0.02,4]nona-1(6),8-dien-7-yl]ethanon OCCOC1CCN(CC1)C(=O)C1=NN(C=2C[C@H]3C[C@H]3C12)CC=O